C(C)(C)(C)OC(C1=CC(=C(C=C1)OP(=O)(OC(C)(C)C)OC(C)(C)C)CO)=O.CN1C(N(CC1)C1CC2CN(C1C2)C=2N=CC(=NC2)C(=O)N)=O 5-(6-(3-methyl-2-oxoimidazolin-1-yl)-2-azabicyclo[2.2.1]heptane-2-yl)pyrazine-2-carboxamide tert-butyl-4-ditert-butoxyphosphoryloxy-3-(hydroxymethyl)benzoate